CN(C(COC(C(=O)[O-])CCCCC=CCCCCCCCC)COCCCCCC)C (2-(dimethylamino)-3-(hexyloxy)propoxy)hexadec-7-enoate